COC(C1CCN(CC1)C1=C2CN(C(C2=CC=C1)=O)C1C(NC(CC1)=O)=O)OC 3-[4-[4-(dimethoxymethyl)-1-piperidinyl]-1-oxo-isoindolin-2-yl]piperidine-2,6-dione